7-chloro-N,N-dimethyl-1H-indol-6-amine ClC=1C(=CC=C2C=CNC12)N(C)C